tert-Butyl 5-{[(4R)-1-({1-[4-(difluoromethoxy)phenyl]-4,4-difluorocyclohexyl}carbonyl)-4-fluoro-D-prolyl]amino}-1H-pyrazolo[4,3-b]pyridine-1-carboxylate FC(OC1=CC=C(C=C1)C1(CCC(CC1)(F)F)C(=O)N1[C@H](C[C@H](C1)F)C(=O)NC1=CC=C2C(=N1)C=NN2C(=O)OC(C)(C)C)F